5-[1-(5-amino-2-pyridyl)-3-(trifluoromethyl)pyrazol-4-yl]-N-[3-chloro-4-[4-(methylamino)piperidine-1-carbonyl]phenyl]-1-methyl-imidazole-2-carboxamide NC=1C=CC(=NC1)N1N=C(C(=C1)C1=CN=C(N1C)C(=O)NC1=CC(=C(C=C1)C(=O)N1CCC(CC1)NC)Cl)C(F)(F)F